CC1=C(C(=CC=C1)C)[N+]#[C-] 2,6-dimethyl-phenyl isocyanide